(R)-ethyl 1-(2-((tert-butoxycarbonyl)amino)-3,3-dimethylbutyl)-3-((tert-butyldimethylsilyl)oxy)-1H-pyrazole-5-carboxylate C(C)(C)(C)OC(=O)N[C@@H](CN1N=C(C=C1C(=O)OCC)O[Si](C)(C)C(C)(C)C)C(C)(C)C